1-(4-(3-((4-amino-5-(4-chlorophenyl)-7-isopropyl-7H-pyrrolo[2,3-d]pyrimidin-6-yl)ethynyl)azetidin-1-yl)piperidin-1-yl)prop-2-en-1-one NC=1C2=C(N=CN1)N(C(=C2C2=CC=C(C=C2)Cl)C#CC2CN(C2)C2CCN(CC2)C(C=C)=O)C(C)C